C(C)N1CCN(CC1)C1=CC=C(C=C1)N1N=C(C=2C1=CN=C(C2)C2=C(C=CC=C2OC)F)C(=O)N (4-(4-ethylpiperazin-1-yl)phenyl)-5-(2-fluoro-6-methoxyphenyl)-1H-pyrazolo[3,4-c]pyridine-3-carboxamide